C1=CC(=CC(=C1)O)O The molecule is a benzenediol that is benzene dihydroxylated at positions 1 and 3. It has a role as an erythropoietin inhibitor and a sensitiser. It is a benzenediol and a member of resorcinols.